nickel-iron-manganese-gold [Au].[Mn].[Fe].[Ni]